monophosphate sodium salt [Na+].P(=O)([O-])([O-])[O-].[Na+].[Na+]